N1C(=O)N=C(N)C=N1 6-aza-cytosine